BrC1=C(OCCC(=O)O)C(=CC(=C1)C)C=1OC2=C(C=CC=C2C(C1)=O)Cl 3-[2-bromo-6-(8-chloro-4-oxo-chromen-2-yl)-4-methyl-phenoxy]propanoic acid